Cl.FC(OC=1C=C(OC2CC(C2)N)C=CC1)(F)F (1r,3r)-3-(3-(trifluoromethoxy)phenoxy)cyclobutane-1-amine hydrochloride